FC1=C(C=C(C=C1)\C=C/1\C(N(C(S1)=O)CC=1C=C(C=CC1)S(=O)(=O)N)=O)O 3-{[(5Z)-5-[(4-fluoro-3-hydroxyphenyl)methylidene]-2,4-dioxo-1,3-thiazolidin-3-yl]methyl}benzene-1-sulfonamide